BrC1=CC=C(C=N1)N1CC2(CN(C2)C(=O)OC(C)(C)C)C1 tert-butyl 6-(6-bromopyridin-3-yl)-2,6-diazaspiro[3.3]heptane-2-carboxylate